(S)-N-((S)-1'-(6-((3-chloro-2-((2-hydroxyethyl)amino)pyridin-4-yl)thio)pyrido[2,3-b]pyrazin-2-yl)-1,3-dihydrospiro[indene-2,4'-piperidin]-1-yl)-2-methylpropane-2-sulfinamide ClC=1C(=NC=CC1SC=1C=CC=2C(=NC=C(N2)N2CCC3(CC2)[C@@H](C2=CC=CC=C2C3)N[S@@](=O)C(C)(C)C)N1)NCCO